C1(CC1)C(=O)N1[C@H]([C@H]([C@H](C1)F)NS(=O)(=O)CC)CC=1C(=C(C=CC1)C1=CC(=CC=C1)C)F N-{(2S,3R,4S)-1-(cyclopropanecarbonyl)-4-fluoro-2-[(2-fluoro-3'-methyl[1,1'-biphenyl]-3-yl)methyl]pyrrolidin-3-yl}ethanesulfonamide